1-Methyl-6-ethoxy-pseudouridine CN1C(=C([C@H]2[C@H](O)[C@H](O)[C@@H](CO)O2)C(NC1=O)=O)OCC